(S)-N-hydroxy-2-(4-(trifluoromethyl)phenyl)indoline-7-carboxamide ONC(=O)C=1C=CC=C2C[C@H](NC12)C1=CC=C(C=C1)C(F)(F)F